C12CN(CC(CC1)N2)C2=NC=1N(C(=N2)NCC2=NC3=C(N2)C=CC(=C3F)F)N=CC1C(F)(F)F 2-(3,8-diazabicyclo[3.2.1]octan-3-yl)-N-[(4,5-difluoro-1H-benzimidazol-2-yl)methyl]-8-(trifluoromethyl)pyrazolo[1,5-a][1,3,5]triazin-4-amine